racemic-cis-tert-butyl 3-((4-(6-bromo-1-(phenylsulfonyl)-1H-indol-3-yl)-5-(trifluoromethyl)pyrimidin-2-yl)amino)-4-methylpiperidine-1-carboxylate BrC1=CC=C2C(=CN(C2=C1)S(=O)(=O)C1=CC=CC=C1)C1=NC(=NC=C1C(F)(F)F)N[C@@H]1CN(CC[C@@H]1C)C(=O)OC(C)(C)C |r|